(2R,3S)-3-((5-fluoro-2-(2-methoxy-7-methylquinoxalin-5-yl)benzo[d]thiazol-6-yl)oxy)butan-2-yl (6-aminopyridin-3-yl)carbamate NC1=CC=C(C=N1)NC(O[C@H](C)[C@H](C)OC1=CC2=C(N=C(S2)C2=C3N=CC(=NC3=CC(=C2)C)OC)C=C1F)=O